FC(CN1C=NC2=C1C=C(C=C2F)C=2C(=CN1N=C(N=C(C12)OC)NC1CCC(CC1)(O)C)F)F (1r,4r)-4-((5-(1-(2,2-difluoroethyl)-4-fluoro-1H-benzo[d]imidazol-6-yl)-6-fluoro-4-methoxypyrrolo[2,1-f][1,2,4]triazin-2-yl)amino)-1-methylcyclohexan-1-ol